(2-hydroxyethyl)-1-methyl-1H-pyrazole-4-carboxamide OCCC1=NN(C=C1C(=O)N)C